C(C)(=O)C1C(CC(CC1=O)(C)C)=O 2-acetyl-5,5-dimethyl-1,3-cyclohexanedione